FC[C@H](CN(CC[C@@H](C(=O)O)NC=1C2=C(N=CN1)SC=C2)CCCCC2=NC=1NCCCC1C=C2)OC (S)-4-(((S)-3-fluoro-2-methoxypropyl)(4-(5,6,7,8-tetrahydro-1,8-naphthyridin-2-yl)butyl)amino)-2-(thieno[2,3-d]pyrimidin-4-ylamino)butanoic acid